NC1=C(C=2C(=NC(=C(N2)C)C)NC1)C1=C2C=NNC2=C(C=C1)F 7-Amino-8-(7-fluoro-1H-indazol-4-yl)-2,3-dimethyl-5H-pyrido[2,3-b]pyrazin